FC(C(=O)O)(F)F.N1CC(CC1)NC1=CC=NC=C1 N-(pyrrolidin-3-yl)pyridin-4-amine 2,2,2-trifluoroacetate